4-((3S,4S)-4-((5-cyclopropyl-3-(2-(trifluoromethoxy)phenyl)isoxazol-4-yl)methoxy)-3-fluoropiperidin-1-yl)benzonitrile C1(CC1)C1=C(C(=NO1)C1=C(C=CC=C1)OC(F)(F)F)CO[C@@H]1[C@H](CN(CC1)C1=CC=C(C#N)C=C1)F